BrC1=C(C(=CC=C1)F)C1CC(=NO1)C=1N=C(SC1)C1CCN(CC1)C(COC1=NC=CC(=N1)C#N)=O 2-(2-(4-(4-(5-(2-bromo-6-fluorophenyl)-4,5-dihydroisoxazol-3-yl)thiazol-2-yl)piperidin-1-yl)-2-oxoethoxy)pyrimidine-4-carbonitrile